ClC=1C=CC2=C(C=C(O2)C(=O)N[C@@H]2CC[C@H](CC2)C=2OC(=NN2)COC2=CC=C(C=C2)Cl)C1 trans-5-chloro-N-(4-(5-((4-chlorophenoxy)methyl)-1,3,4-oxadiazol-2-yl)cyclohexyl)benzofuran-2-carboxamide